(R)-1-(4-((5-(1-(2,2-difluoroethyl)-4-fluoro-1H-benzo[d]imidazol-6-yl)-6-fluoro-4-(methoxy-d3)pyrrolo[2,1-f][1,2,4]triazin-2-yl)amino)-3,3-difluoropiperidin-1-yl)ethan-1-one FC(CN1C=NC2=C1C=C(C=C2F)C=2C(=CN1N=C(N=C(C12)OC([2H])([2H])[2H])N[C@H]1C(CN(CC1)C(C)=O)(F)F)F)F